(S,E)-2-methyl-N-{[3-(1-methyl-1H-indazol-3-yl)pyridine-2-yl]methylene}propane-2-sulfinamide CC(C)(C)[S@](=O)/N=C/C1=NC=CC=C1C1=NN(C2=CC=CC=C12)C